IC1=C2C=NN(C2=CC=C1)C1OCCCC1 4-iodo-1-(tetrahydro-2H-pyran-2-yl)-1H-indazole